C1(CC1)C(NS(=O)(=O)CCCCCN1C(NC(C1)=O)=O)C1=CC(=C(C=C1)F)OCC1CC1 N-(cyclopropyl-(3-(cyclopropylmethoxy)-4-fluorophenyl)methyl)-5-(2,4-dioxoimidazolidin-1-yl)pentane-1-sulfonamide